N-Methoxy-N,3-dimethyloxetane-3-carboxamide CON(C(=O)C1(COC1)C)C